2-amino-8-ethyl-4-methyl-6-(1H-pyrazol-5-yl)-7H,8H-pyrido[2,3-d]pyrimidin-7-one NC=1N=C(C2=C(N1)N(C(C(=C2)C2=CC=NN2)=O)CC)C